N1C=NC2=C1C=CC=C2 1H-3,1-benzimidazol